3-Amino-1-(2,3-dihydropyrazolo[5,1-b]oxazol-6-yl)pyridin-2(1H)-one NC=1C(N(C=CC1)C1=NN2C(OCC2)=C1)=O